C(C1=CC=CC=C1)OC(=O)N1[C@H](CN(CC1)C=1C2=C(N=C(N1)OC[C@H]1N(CCC1)C)C=CN2)CC#N (S)-2-(cyanomethyl)-4-(2-(((S)-1-methylpyrrolidin-2-yl)methoxy)-5H-pyrrolo[3,2-d]Pyrimidin-4-yl)piperazine-1-carboxylic acid benzyl ester